FC(C1=NN=C(O1)C1=CN=C(S1)CN(S(=O)(=O)CCN1[C@H]2CO[C@@H](C1)C2)C=2C=NC=CC2)F N-({5-[5-(difluoromethyl)-1,3,4-oxadiazol-2-yl]-1,3-thiazol-2-yl}methyl)-2-[(1R,4R)-2-oxa-5-azabicyclo[2.2.1]heptan-5-yl]-N-(pyridin-3-yl)ethane-1-sulfonamide